C(C)(C)(C)OC(N(C)[C@H]1CN(CCC1)C=1C=NC=C(C1Cl)C#N)=O (R)-(1-(4-chloro-5-cyanopyridin-3-yl)piperidin-3-yl)(methyl)carbamic acid tert-butyl ester